8-bromo-7-(4-chlorobenzyl)-1-(3-hydroxypropyl)-3-methyl-3,7-dihydro-1H-purine-2,6-dione BrC1=NC=2N(C(N(C(C2N1CC1=CC=C(C=C1)Cl)=O)CCCO)=O)C